3'-Ethyl-2'-(5-fluoro-2-((1-(methylsulfonyl)piperidin-4-yl)amino)pyrimidin-4-yl)-5'-methyl-2,3,5,6-tetrahydrospiro[pyran-4,6'-thieno[2,3-c]pyrrol]-4'(5'H)-one C(C)C1=C(SC=2C3(N(C(C21)=O)C)CCOCC3)C3=NC(=NC=C3F)NC3CCN(CC3)S(=O)(=O)C